C(#N)C(CNC=1C(=CC=C2C=CC(=CC12)C1=CC=CC(=N1)C(=O)NC[C@H](C)NC(C)=O)OC)=C N-[(2S)-1-[(6-{8-[(2-cyano-2-methylideneethyl)amino]-7-methoxynaphthalen-2-yl}pyridin-2-yl)formamido]propan-2-yl]acetamide